C(C)N1C2=CC=CC=C2C=2C(C(C(CC12)C)CN1CCCC1)=O 9-ethyl-2-methyl-3-(pyrrolidin-1-ylmethyl)-1,2,3,9-tetrahydro-4H-carbazol-4-one